COC(C1=C(C=CC(=C1)CC1=CC(=CC=C1)C#N)F)=O 5-(3-Cyanobenzyl)-2-fluorobenzoic acid methyl ester